CC=1C=C(C=CC1OC#N)CC1=CC(=C(C=C1)OC#N)C bis(3-methyl-4-cyanatophenyl)methane